C(C)OC(=O)C1=C(C2=C(CC(C3=CN(N=C23)CC2CCN(CC2)C(=O)C2(CC2)O)C)O1)C(F)(F)F 2-{[1-(1-hydroxycyclopropane-1-carbonyl)piperidin-4-yl]methyl}-4-methyl-8-(trifluoromethyl)-4,5-dihydro-2H-furo[2,3-g]indazole-7-carboxylic acid ethyl ester